C(C)(C)(C)OC(=O)N(CCCCN(C(OC(C)(C)C)=O)CC1=CC(=C(C=C1)C1=CC=CC=C1)Cl)CCCC=O tert-butyl (4-((tert-butoxycarbonyl)(4-oxobutyl)amino)butyl)((2-chloro-[1,1'-biphenyl]-4-yl)methyl)carbamate